C1(=CC(=CC=C1)C1=NN(C=C1)CC=1C=CC(=NC1)CN)C1=CC=CC=C1 (5-((3-([1,1'-biphenyl]-3-yl)-1H-pyrazol-1-yl)methyl)pyridin-2-yl)methanamine